Tert-butyl-4-(3-((2-oxo-2H-benzopyran-4-yl)oxy)propyl)piperazine-1-carboxylic acid tert-butyl ester C(C)(C)(C)OC(=O)N1C(CN(CC1)CCCOC1=CC(OC2=C1C=CC=C2)=O)C(C)(C)C